N1=C(C=CC2=CC=CC=C12)C(=O)O.N1=C(C(=O)O)C(C(=O)O)=CC=C1 quinolinic acid (quinolinate)